C(C)(C)(C)OC(NC=1C(NC(N(N1)C1=CC(=C(C(=C1)Cl)OP(=O)(OC1=CC=CC=C1)OC1=CC=CC=C1)Cl)=O)=O)=O t-butyl-N-(2-[3,5-dichloro-4-[(diphenoxyphosphoryl)oxy]phenyl]-3,5-dioxo-4H-1,2,4-triazin-6-yl)carbamate